C(C)(C)S(=O)(=O)C=1C=C(C(=O)NCC(=O)NC=2SC=C(N2)C=2C=C(C=CC2)C2=CC(=CC=C2)CNC(OC(C)(C)C)=O)C=CC1 tert-butyl ((3'-(2-(2-(3-(isopropylsulfonyl)benzamido)acetamido)thiazol-4-yl)-[1,1'-biphenyl]-3-yl)methyl)carbamate